N1=CN=C2N=CN=C2N1N 6-aza-adenine